C1=CC=CC=2SC3=CC=CC=C3N(C12)CCCN1CC(C1)OCCCN1CCN(CC1)C=1C=C2C(N(C(C2=CC1)=O)C1C(NC(CC1)=O)=O)=O 5-(4-(3-((1-(3-(10H-phenothiazin-10-yl)propyl)azetidin-3-yl)oxy)propyl)piperazin-1-yl)-2-(2,6-dioxopiperidin-3-yl)isoindoline-1,3-dione